C(C1=CC=CC=C1)O[C@@H]1CC[C@H](CC1)C(=O)N(C1=CC(=CC=C1)C1=CN=C(S1)OC)C[C@@H]1CC[C@H](CC1)C1=CC(=C(C=C1)OC)C trans-4-(Benzyloxy)-N-((trans-4-(4-methoxy-3-methylphenyl)cyclohexyl)methyl)-N-(3-(2-methoxythiazol-5-yl)phenyl)cyclohexanecarboxamide